2-(1-benzyl-4-morpholino-1H-1,2,3-triazol-5-yl)acetic acid C(C1=CC=CC=C1)N1N=NC(=C1CC(=O)O)N1CCOCC1